C(=O)N[C@@H](CCSC)C(=O)N[C@@H](CC(C)C)C(=O)N[C@@H](CC1=CC=CC=C1)C(=O)O N-formyl-methionyl-leucyl-phenylalanine